isoeicosenoic acid C(C=CCCCCCCCCCCCCCCC(C)C)(=O)O